1-(7-ethyl-7-hydroxy-6,7-dihydro-5H-cyclopenta[b]pyridin-2-yl)-6-((4-(piperazin-1-yl)phenyl)amino)-1H-pyrazolo[3,4-d]pyrimidin-3(2H)-one C(C)C1(CCC=2C1=NC(=CC2)N2NC(C=1C2=NC(=NC1)NC1=CC=C(C=C1)N1CCNCC1)=O)O